C(C1=CC=CC=C1)(C1=CC=CC=C1)(C1=CC=CC=C1)SCCC(=O)O 3-(tritylmercapto)propionic acid